4,5-difluoro-1-(1-isopropylpyrrolidin-3-yl)-1H-indole FC1=C2C=CN(C2=CC=C1F)C1CN(CC1)C(C)C